[8-[3-morpholin-4-yl-4-(1H-tetrazol-5-yl)phenyl]-2,4-dihydro-1,3-benzoxazin-3-yl]methanone N1(CCOCC1)C=1C=C(C=CC1C1=NN=NN1)C1=CC=CC=2CN(COC21)C=O